2-(7-(4-chlorophenyl)-2-(ethylthio)pyrazolo[1,5-a]pyrimidin-3-yl)-3-methyl-6-(trifluoromethyl)-3H-imidazo[4,5-c]pyridine ClC1=CC=C(C=C1)C1=CC=NC=2N1N=C(C2C2=NC1=C(C=NC(=C1)C(F)(F)F)N2C)SCC